N1(N=NC2=C1C=CC=C2)CCCCN2CCN(CC2)C2=NSC1=C2C=CC=C1 3-(4-(4-(1H-benzotriazol-1-yl)butyl)piperazin-1-yl)benzisothiazole